2-(4-(2-((4-(Bis(2-hydroxytetradecyl)amino)butyl)disulfaneyl)ethyl)piperazin-1-yl)ethyl 5-(bis((Z)-2-hydroxyoctadec-9-en-1-yl)amino)pentanoate OC(CN(CCCCC(=O)OCCN1CCN(CC1)CCSSCCCCN(CC(CCCCCCCCCCCC)O)CC(CCCCCCCCCCCC)O)CC(CCCCCC\C=C/CCCCCCCC)O)CCCCCC\C=C/CCCCCCCC